C(C)(=O)OC=1C=CC=C2NC=C(CCN)C12 4-acetoxytryptamine